C(C)[Si]1(O[Si](O[Si](O[Si](O1)(CC)CC)(CC)CC)(CC)CC)CC.[Na] sodium octaethyl-cyclotetrasiloxane